cresotic acid copper [Cu].C1(=C(C(=CC=C1)C)O)C(=O)O